ClC1=C(C(=O)NC=2C(=NC(=CC2)OC)C)C=C(C=N1)C(F)(F)F 2-chloro-N-(6-methoxy-2-methylpyridin-3-yl)-5-(trifluoromethyl)nicotinamide